(2S,4r)-1-[(2S)-2-(4-cyclopropyl-triazol-1-yl)-3,3-dimethyl-butyryl]-N-[1-(2-ethyl-3-oxo-4H-1,4-benzoxazin-7-yl)ethyl]-4-hydroxy-pyrrolidine-2-carboxamide C1(CC1)C=1N=NN(C1)[C@H](C(=O)N1[C@@H](C[C@H](C1)O)C(=O)NC(C)C1=CC2=C(NC(C(O2)CC)=O)C=C1)C(C)(C)C